FC1=NC(=CC(=C1)N(C=1SC(=C(N1)C(=O)NC1C(CC1)(C)C)C)C(=O)C=1OC=CC1)F 2-[(2,6-difluoro-4-pyridyl)-(furan-2-carbonyl)amino]-N-(2,2-dimethyl-cyclobutyl)-5-methyl-thiazole-4-carboxamide